N-(2-iodo-4-((trifluoromethyl)thio)phenyl)-N-(methylsulfonyl)methanesulfonamide IC1=C(C=CC(=C1)SC(F)(F)F)N(S(=O)(=O)C)S(=O)(=O)C